(R)-1-(4-(5-fluoro-3-methylpyridin-2-yl)-2-methylpiperazin-1-yl)-4-(quinolin-5-yl)butan-1-one FC=1C=C(C(=NC1)N1C[C@H](N(CC1)C(CCCC1=C2C=CC=NC2=CC=C1)=O)C)C